C=1N=CN2C1C1=CC=CC=C1[C@H]2[C@@H]2[C@H](C1(C2)CCN(CC1)S(=O)(=O)C)O (1R,2R)-2-[(5R)-5H-imidazo[4,3-a]isoindol-5-yl]-7-methanesulfonyl-7-azaspiro[3.5]nonan-1-ol